FC1=CC=C(C=C1)N1N=C(C(=C1O)C=NNC(C1=CN=CC=C1)=O)C nicotinic acid [1-(4-fluoro-phenyl)-5-hydroxy-3-methyl-1H-pyrazol-4-ylmethylene]-hydrazide